O[C@@H]1[C@@H](N)[C@H](O)[C@H](O)[C@@H](O1)CO beta-L-galactosamine